2-methoxy-para-hydroxybenzyl bromide (2S,3R,4S,5S,6S)-2-(4-(bromomethyl)-3-methoxyphenoxy)-6-(methoxycarbonyl)tetrahydro-2H-pyran-3,4,5-triyl-triacetate BrCC1=C(C=C(O[C@@H]2O[C@@H]([C@H]([C@@H]([C@H]2CC(=O)O)CC(=O)O)CC(=O)O)C(=O)OC)C=C1)OC.COC1=C(CBr)C=CC(=C1)O